[N+](=O)([O-])C=1C=CC=2N(C3=CC=CC=C3C2C1)C1CCCC1 3-nitro-9-cyclopentylcarbazole